4,4'-dibromo-[1,1'-biphenyl] BrC1=CC=C(C=C1)C1=CC=C(C=C1)Br